C(CCCCCCCCCCC)(=O)NCCC(=O)[O-].[Na+] sodium lauroyl-β-alaninate